C1(CC1)C1=C(C(=NO1)C1=C(C=CC=C1Cl)Cl)C(=O)OC1C[C@H]2CC[C@@H](C1)N2C=2SC1=C(N2)C(=CC(=C1)C(=O)OC)C1CC1 Methyl 2-[(1R,3R,5S)-3-[[5-cyclopropyl-3-(2,6-dichlorophenyl)-1,2-oxazol-4-yl]carbonyloxy]-8-azabicyclo[3.2.1]octan-8-yl]-4-(cyclopropyl)-1,3-benzothiazole-6-carboxylate